N-[2-fluoro-4-methyl-5-(4,4,5,5-tetramethyl-1,3,2-dioxaborolan-2-yl)phenyl]-6-azabicyclo[3.1.1]heptane-6-carboxamide FC1=C(C=C(C(=C1)C)B1OC(C(O1)(C)C)(C)C)NC(=O)N1C2CCCC1C2